7-bromo-1,3-dihydroisobenzofuran-4-amine hydrochloride Cl.BrC1=CC=C(C=2COCC12)N